The molecule is a docosanoid anion that is the conjugate base of (4Z,7Z,10Z,13Z,19Z)-16,17-epoxydocosapentaenoic acid, obtained by deprotonation of the carboxy group; major species at pH 7.3. It is a docosanoid anion and a long-chain fatty acid anion. It derives from a (4Z,7Z,10Z,13Z,16Z,19Z)-docosahexaenoate. It is a conjugate base of a (4Z,7Z,10Z,13Z,19Z)-16,17-epoxydocosapentaenoic acid. CC/C=C\\CC1C(O1)C/C=C\\C/C=C\\C/C=C\\C/C=C\\CCC(=O)[O-]